C[C@@H]1CN=C(CC1)C1OCCCC1 (3S)-3-Methyl-6-tetrahydropyran-2-yl-2,3,4,5-tetrahydropyridine